N\1(CCCCC\C=C1)C(=O)OC(C)(C)C tert-Butyl (Z)-3,4,5,6-tetrahydroazocine-1(2H)-carboxylate